2-(5-chloro-2-hydroxy-3-(4-methylbenzoyl-oxy)benzylideneamino)-3-(4-hydroxyphenyl)-propanoic acid ClC=1C=C(C(=C(C=NC(C(=O)O)CC2=CC=C(C=C2)O)C1)O)OC(C1=CC=C(C=C1)C)=O